tert-butyl 4-(2-((1-((4-methoxyphenyl) (methyl) amino)-1-oxo-3-phenylpropan-2-yl) amino)-2-oxoethyl)-3-tert-butyloxopiperazine-1-carboxylate COC1=CC=C(C=C1)N(C(C(CC1=CC=CC=C1)NC(CN1C(C(N(CC1)C(=O)OC(C)(C)C)=O)C(C)(C)C)=O)=O)C